N1(CCC1)CC1(CC1)NC(C(C1=CC(=C(C=C1)OC)F)(F)F)=O N-(1-(azetidin-1-ylmethyl)cyclopropyl)-2,2-difluoro-2-(3-fluoro-4-methoxyphenyl)acetamide